CC(C(CO)O)(C)C 3,3-Dimethyl-1,2-butanediol